(R)-(-)-3-methyl-2-butanol C[C@H](C(C)C)O